N1(CCNCC1)NC1=CC=CC=C1 piperazinoaniline